BrC1=C(N(C2=C(C(=C(C=C12)OC)Cl)F)C)C=1NC(=NN1)C(=O)N(C)C 5-(3-Bromo-6-chloro-7-fluoro-5-methoxy-1-methyl-1H-indol-2-yl)-N,N-dimethyl-4H-1,2,4-triazole-3-carboxamide